4-(5-chloro-2-methoxyphenyl)-N-(6-cyclopropylthiazolo[4,5-b]pyrazin-2-yl)-6-(4-methyl-2-oxopiperazin-1-yl)nicotinamide ClC=1C=CC(=C(C1)C1=CC(=NC=C1C(=O)NC=1SC=2C(=NC=C(N2)C2CC2)N1)N1C(CN(CC1)C)=O)OC